Monohydroxybenzoic acid OC1=CC=C(C(=O)O)C=C1